N=1C=NN2C1C=C(C=C2)C2=CNC=1N=C(N=CC12)NC1CCC(CC1)OCCO 2-(((1s,4s)-4-((5-([1,2,4]triazolo[1,5-a]pyridin-7-yl)-7H-pyrrolo[2,3-d]pyrimidin-2-yl)amino)cyclohexyl)oxy)ethan-1-ol